1H-1,2,3-triazolo[4,5-b]pyridinium-3-oxid hexafluorophosphate F[P-](F)(F)(F)(F)F.[NH2+]1N=[N+](C2=NC=CC=C21)[O-]